2-[6-(difluoromethoxy)pyridin-3-yl]propionic acid FC(OC1=CC=C(C=N1)C(C(=O)O)C)F